CN1N=CC(=C1)C=1C=C2C=C(N=CC2=CC1)NC(CC1CN(CCO1)C)=O N-(6-(1-methyl-1H-pyrazol-4-yl)isoquinolin-3-yl)-2-(4-methylmorpholin-2-yl)acetamide